C(#N)C1=CC(=C(COC2=CC=CC(=N2)C2CCN(CC2)CC2=NC3=C(N2CC2OCC2)C=CC=C3)C=C1)F 2-[(4-{6-[(4-Cyano-2-fluorobenzyl)oxy]pyridin-2-yl}piperidin-1-yl)methyl]-1-[oxetan-2-ylmethyl]-1H-benzimidazol